N-[3-[[4-[3-Cyano-4-(1-pyrrolidinyl)phenyl]-2-pyrimidinyl]amino]phenyl]-1-pyrrolidinecarboxamide C(#N)C=1C=C(C=CC1N1CCCC1)C1=NC(=NC=C1)NC=1C=C(C=CC1)NC(=O)N1CCCC1